OC1=C(C(=O)O)C=C(C=C1)N=NC1=CC=C(C=C1)S(=O)(=O)NC1=NC=CC=C1.N1CCNCC1 Piperazine 2-hydroxy-5-[2-[4-[(2-pyridinylamino)sulfonyl]phenyl]diazenyl]-benzoate